trifluoromethyl-sulfonamide lithium salt [Li].FC(F)(F)S(=O)(=O)N